3,5-dihydro-2H-pyran-4-boronic acid pinacol ester O1CCC(CC1)B1OC(C)(C)C(C)(C)O1